ClC1=NC=CC(=C1Cl)SC=1N=CC(=NC1)C1CCC2(C(C3=CC=CC=C3C2)N[S@](=O)C(C)(C)C)CC1 (R)-N-((1s,4S)-4-(5-((2,3-dichloropyridin-4-yl)thio)pyrazin-2-yl)-1',3'-dihydrospiro[cyclohexane-1,2'-inden]-1'-yl)-2-methylpropane-2-sulfinamide